1-(4-methoxybenzyl)-3-(6-(4-methylpiperazine-1-carbonyl)spiro[3.3]hept-2-yl)urea COC1=CC=C(CNC(=O)NC2CC3(C2)CC(C3)C(=O)N3CCN(CC3)C)C=C1